C(C)(=O)NCC1=CC=C(S1)C=1C=C(C=CC1)[C@@H](C)NC(C1=C(C=CC(=C1)NC1CNC1)C)=O (R)-N-(1-(3-(5-(acetamidomethyl)thiophen-2-yl)phenyl)ethyl)-5-(azetidin-3-ylamino)-2-methylbenzamide